P(O)OPO.C(C)(C)(C)C1=C(C=CC(=C1)C(C)(C)C)C1=CC=C(C=C1)C1=CC=CC=C1 (2,4-di-tert-butylphenyl)4,4'-biphenyl diphosphonite